FC1CCN(CC1)C(=O)C1=CC2=C(C=N1)C(=NN2CC(F)(F)F)NC2=NC=C(C=C2)F (4-Fluoro-piperidin-1-yl)-[3-(5-fluoro-pyridin-2-ylamino)-1-(2,2,2-trifluoro-ethyl)-1H-pyrazolo[4,3-c]pyridin-6-yl]-methanone